C(#N)/C(/C(=O)O)=C\C1CC1 (E)-2-cyano-3-cyclopropylacrylic acid